NC1=CC=C(C=C1)S(=O)(=O)Cl 4-aminobenzenesulfonyl chloride